N-(2-methyl-pyrimidin-5-yl)-benzamidine CC1=NC=C(C=N1)NC(C1=CC=CC=C1)=N